N-adamantan-1-yl-2'-cycloheptylmethylene-[1,1'-biphenyl]-2-carboxamide C12(CC3CC(CC(C1)C3)C2)NC(=O)C=2C(=CC=CC2)C=2C(CC=CC2)=CC2CCCCCC2